C1=C(C=CC2=CC=CC=C12)C(=O)N[C@@H](C(=O)O)CC1CCCCC1 (R)-2-(2-naphthoylamino)-3-cyclohexylpropionic acid